N-(5-(2-(5-azaspiro[2.4]heptan-5-yl)acetamido)-2-methylpyridin-3-yl)-2-(2-methoxypyridin-3-yl)pyrazolo[5,1-b]thiazole-7-carboxamide C1CC12CN(CC2)CC(=O)NC=2C=C(C(=NC2)C)NC(=O)C=2C=NN1C2SC(=C1)C=1C(=NC=CC1)OC